C(C)=O ethane-1-On